isopropyl 3-bromo-1-(3-chloro-2-pyridinyl)-1H-pyrazole-5-carboxylate BrC1=NN(C(=C1)C(=O)OC(C)C)C1=NC=CC=C1Cl